5-(3-fluorophenyl)-N-[1-(hydroxymethyl)cyclopropyl]-6-[4-(trifluoromethyl)phenoxy]pyridine-3-carboxamide FC=1C=C(C=CC1)C=1C=C(C=NC1OC1=CC=C(C=C1)C(F)(F)F)C(=O)NC1(CC1)CO